NC1=CC=C(C=N1)NC(=O)N[C@@H](C(C)C)C=1OC2=C(C1C)C=C(C=C2)F (S)-1-(6-aminopyridin-3-yl)-3-(1-(5-fluoro-3-methylbenzofuran-2-yl)-2-methylpropyl)urea